C1(CC1)C=1N=C(C(=NC1C=1C2=C(C=NC1)N(C=N2)C)C(=O)N)NC=2C(=NNC2)C 5-Cyclopropyl-6-(3-methylimidazo[4,5-c]pyridin-7-yl)-3-[(3-methyl-1H-pyrazol-4-yl)amino]pyrazin-2-carboxamid